N-butyl-glutarimide hydrazinophenyl-thiocarbamate N(N)N(C(O)=S)C1=CC=CC=C1.C(CCC)N1C(CCCC1=O)=O